7-(1-methylpiperidin-4-yl)pyrazolo[1,5-a]pyrido[3,4-e]pyrimidin-8(7H)-one CN1CCC(CC1)N1C=C2C=NC=3N(C2=CC1=O)N=CC3